C(C)OC(C[C@H](C=1C=C(C2=C(C=CS2)C1)CO)C1=C(C2=C(N(N=N2)C)C(=C1)OC(F)F)C)=O (3R)-3-[7-(difluoromethoxy)-1,4-dimethyl-1H-benzotriazol-5-yl]-3-[7-(hydroxymethyl)-1-benzothien-5-yl]propanoic acid ethyl ester